5-chloro-2-fluoro-N-[4-(4-[[(3S,4R)-3-fluoropiperidin-4-yl]oxy]-3-methyl-1H-pyrazolo[3,4-d]pyrimidin-6-yl)phenyl]benzenesulfonamide ClC=1C=CC(=C(C1)S(=O)(=O)NC1=CC=C(C=C1)C1=NC(=C2C(=N1)NN=C2C)O[C@H]2[C@H](CNCC2)F)F